NC1=C(C(=NC=N1)C=1C(=C(C=C(C1)F)NC(=O)C1=CC2=C(C=C1F)C1(CC1)CO2)C)OCCN(C(C=C)=O)C([2H])([2H])[2H] N-(3-(6-amino-5-(2-(N-(methyl-d3)acrylamido)ethoxy)pyrimidin-4-yl)-5-fluoro-2-methylphenyl)-5-fluoro-2H-spiro[benzofuran-3,1'-cyclopropane]-6-carboxamide